4-(4-fluoro-2-methyl-phenyl)-5-[4-[(3S)-1-(3-fluoropropyl)pyrrolidin-3-yl]oxyphenyl]-2,3-dihydro-1-benzothiepin-8-ol FC1=CC(=C(C=C1)C=1CCSC2=C(C1C1=CC=C(C=C1)O[C@@H]1CN(CC1)CCCF)C=CC(=C2)O)C